8-amino-5-bromo-7-chloro-3,4-dihydroisoquinoline-2(1H)-carboxylic acid tert-butyl ester C(C)(C)(C)OC(=O)N1CC2=C(C(=CC(=C2CC1)Br)Cl)N